(S)-N-(2-Chloro-3-((6-(4-ethyl-3-(hydroxymethyl)-5-oxo-4,5-dihydro-1H-1,2,4-triazol-1-yl)-8-((1,1,1-trifluoropropan-2-yl)oxy)isoquinolin-1-yl)oxy)-4-fluorophenyl)methanesulfonamide ClC1=C(C=CC(=C1OC1=NC=CC2=CC(=CC(=C12)O[C@H](C(F)(F)F)C)N1N=C(N(C1=O)CC)CO)F)NS(=O)(=O)C